ClC=1C(=C2C=NNC2=C(C1F)[C@@H](COC)C)C=1N=CC=2N(C1)C=C(N2)NC(=O)[C@H]2[C@H](C2)F (1S,2S)-N-(6-(5-chloro-6-fluoro-7-((S)-1-methoxypropan-2-yl)-1H-indazol-4-yl)imidazo[1,2-a]pyrazin-2-yl)-2-fluorocyclopropane-1-carboxamide